N-(4-methoxyphenyl)-4-(3-phenylisoxazolidin-2-yl)-5-(trifluoromethyl)pyrimidin-2-amine COC1=CC=C(C=C1)NC1=NC=C(C(=N1)N1OCCC1C1=CC=CC=C1)C(F)(F)F